[(3R)-1-methylpyrrolidin-3-yl] 4-[6-[5-(6-methyl-2-pyridyl)-1H-imidazol-4-yl]-3-quinolyl]cyclohex-3-ene-1-carboxylate CC1=CC=CC(=N1)C1=C(N=CN1)C=1C=C2C=C(C=NC2=CC1)C1=CCC(CC1)C(=O)O[C@H]1CN(CC1)C